FC1(CN(CC[C@H]1NC1=NN2C(C(=N1)OC)=C(C=C2)C=2C=CC1=C(N(N=N1)CC(F)F)C2)CCOC)F (R)-N-(3,3-difluoro-1-(2-methoxyethyl)piperidin-4-yl)-5-(1-(2,2-difluoroethyl)-1H-benzo[d][1,2,3]triazol-6-yl)-4-methoxypyrrolo[2,1-f][1,2,4]triazin-2-amine